2-(4-methoxybenzylidene)-4-methoxy-2,3-dihydro-1H-indene COC1=CC=C(C=C2CC3=CC=CC(=C3C2)OC)C=C1